1-(4-methoxyphenyl)-2,2,4,7-tetramethyl-3,4-dihydroquinoline COC1=CC=C(C=C1)N1C(CC(C2=CC=C(C=C12)C)C)(C)C